C(C)OC1=NC=C(C(=C1)C)B(O)O 2-ETHOXY-4-METHYL-5-PYRIDINYLBORONIC ACID